methylmethylmethylsilane C[SiH](C)C